[2-(acryloyloxy)-ethyl]trimethyl-ammonium methyl-sulfate tert-Butyl-4-hydroxy-4-(3-(hydroxymethyl)-6-methylpyridin-2-yl)piperidine-1-carboxylate C(C)(C)(C)OC(=O)N1CCC(CC1)(C1=NC(=CC=C1CO)C)O.COS(=O)(=O)[O-].C(C=C)(=O)OCC[N+](C)(C)C